ClC1=CC=CC(=N1)C(=O)N(C)C1=C(C=C(C(=C1)F)F)OC1(CC1)C 6-chloro-N-(4,5-difluoro-2-(1-methylcyclopropyloxy)phenyl)-N-methylpyridine-2-carboxamide